N-(2-hydroxydocosanoyl)-4R-hydroxysphinganine OC(C(=O)N[C@H](CO)[C@H](O)C(CCCCCCCCCCCCCC)O)CCCCCCCCCCCCCCCCCCCC